(S)-N'-acetyl-6-isopropyl-2-methoxy-3-(3-methoxypropoxy)-10-oxo-5,10-dihydro-6H-pyrido[1,2-h][1,7]naphthyridin-9-carbohydrazid C(C)(=O)NNC(=O)C=1C(C=C2N([C@@H](CC=3C=C(C(=NC23)OC)OCCCOC)C(C)C)C1)=O